Neodymium trioxide [O-2].[O-2].[O-2].[Nd+3].[Nd+3]